CC1=C(C(=C(C1([Ti](OC)(OC)OC)C)C)C)C pentamethyl-cyclopentadienyl-trimethoxytitanium